tert-Butyl (S)-4-(6-(([1,1'-biphenyl]-4-ylmethyl)amino)-9-isopropyl-9H-purin-2-yl)-3-(2-Hydroxyethyl)piperazine-1-carboxylate C1(=CC=C(C=C1)CNC1=C2N=CN(C2=NC(=N1)N1[C@H](CN(CC1)C(=O)OC(C)(C)C)CCO)C(C)C)C1=CC=CC=C1